C[Si](OC(C)(C)C)(CC)C di(methyl)-ethyl-tert-butoxysilane